2-isopropoxy-2,4,6,8-tetramethylcyclotetrasiloxane C(C)(C)O[Si]1(O[SiH](O[SiH](O[SiH](O1)C)C)C)C